5-methyl-2-propylpiperazine-1-carboxylic acid tert-butyl ester C(C)(C)(C)OC(=O)N1C(CNC(C1)C)CCC